7-(3-(4,6,6a,7,9,10-hexahydro-8H-pyrazino[1,2-a]pyrrolo[4,3,2-de]quinolin-8-yl)propoxy)-3,4-dihydroquinolin-2(1H)-one C1=CC=C2C=3C(CC4N(C13)CCN(C4)CCCOC4=CC=C1CCC(NC1=C4)=O)=CN2